3-methylenedioxybenzoyl-oxysulfide C1OC=2C=C(C(=O)OSOC(C3=CC4=C(C=C3)OCO4)=O)C=CC2O1